FC(C1=CC(=CC=N1)C1=NC=CC=C1)(F)F 6'-(trifluoromethyl)[2,4'-bipyridin]